5-chloro-2-[(3s,5r)-4,4-difluoro-3,5-dimethyl-1-piperidinyl]-6-methyl-N-(2-sulfamoyl-4-pyridinyl)pyridine-3-carboxamide copper-silver-palladium [Pd].[Ag].[Cu].ClC=1C=C(C(=NC1C)N1C[C@@H](C([C@@H](C1)C)(F)F)C)C(=O)NC1=CC(=NC=C1)S(N)(=O)=O